C1C=CN=C2C1C=CC3C2=NC=C(C3=O)C(=O)O 4,4α-dihydro-4-oxo-1,10-phenanthroline-3-carboxylic acid